C(C)OC1=CC=C(C=C1)C1=CN=CC(=N1)C(=O)NNCC1=CC(=CC=C1)OC 6-(4-ethoxyphenyl)-N'-(3-methoxybenzyl)pyrazine-2-carbohydrazide